FC(CN1CCCC12CCC(CC2)N)(C)F (2,2-difluoropropyl)-1-azaspiro[4.5]decan-8-amine